O=C1N(C=CC(N1)=O)CC1=CC=C(C(=O)O)C=C1 4-((2,4-dioxo-3,4-dihydropyrimidin-1(2H)-yl)methyl)benzoic acid